(R)-N-(1-(4-chlorophenyl)-2-(dimethylamino)ethyl)-4-(4-(trifluoromethyl)phenoxy)benzenesulfonamide ClC1=CC=C(C=C1)[C@H](CN(C)C)NS(=O)(=O)C1=CC=C(C=C1)OC1=CC=C(C=C1)C(F)(F)F